O1CCN(CC1)C(C[C@H]1N(CC2=CC=CC=C2C1)C(=O)OC(C)(C)C)=O tert-Butyl (3S)-3-(2-morpholino-2-oxo-ethyl)-3,4-dihydro-1H-isoquinoline-2-carboxylate